N-((1S)-1-(5-(((S)-1,1-Dimethyl-2,3-dihydro-1H-inden-2-yl)amino)pyridin-2-yl)-2,2,2-trifluoroethyl)-N-methylpivalamide CC1([C@H](CC2=CC=CC=C12)NC=1C=CC(=NC1)[C@@H](C(F)(F)F)N(C(C(C)(C)C)=O)C)C